N-methyl-pyridin-3-amine CNC=1C=NC=CC1